COC1=CC=C(C=C1)CC1=C(C=CC(=C1C=1N=CN(C1)C)N[C@@H](C)C1=CC=C(C=C1)C(F)(F)F)S(=O)(=O)NC [(4-methoxyphenyl)methyl]-N-methyl-3-(1-methylimidazol-4-yl)-4-[[(1S)-1-[4-(trifluoromethyl)phenyl]ethyl]amino]benzenesulfonamide